2-(4-cyclopropoxy-1-oxo-6-(trifluoromethyl)phthalazin-2(1H)-yl)-N-(5-fluoropyrimidin-2-yl)acetamide C1(CC1)OC1=NN(C(C2=CC=C(C=C12)C(F)(F)F)=O)CC(=O)NC1=NC=C(C=N1)F